N-[(4-cyanophenyl)methyl]-7-(3,4-dichlorobenzoyl)-2-(4-methoxyphenyl)-3-oxo-6,8-dihydro-5H-imidazo[1,5-a]pyrazine-1-carboxamide C(#N)C1=CC=C(C=C1)CNC(=O)C=1N(C(N2C1CN(CC2)C(C2=CC(=C(C=C2)Cl)Cl)=O)=O)C2=CC=C(C=C2)OC